C(=O)(O)CCCCCN(CCCS(=O)(=O)[O-])C=1C=CC=2C=C3C(CC(C=C3OC2C1)=O)(C)C 3-[5-Carboxypentyl-(8,8-dimethyl-6-oxo-7H-xanthen-3-yl)amino]propan-1-sulfonat